C(C)(C)OC1=CC(=NC=C1)C1=NSC(=N1)NC1=NC=C(C=C1N(C(C)=O)C)C(F)(F)F N-(2-((3-(4-isopropoxypyridin-2-yl)-1,2,4-thiadiazol-5-yl)amino)-5-(trifluoromethyl)pyridin-3-yl)-N-methylacetamide